O1O[SiH]=CC=C1 dioxasilin